CC1(OB(OC1(C)C)C1=CC=C(C=C1)C1=NC=NC(=N1)C1=CC=C(C=C1)B1OC(C(O1)(C)C)(C)C)C 4,6-bis(4-(4,4,5,5-tetramethyl-1,3,2-dioxaborolan-2-yl)phenyl)-1,3,5-triazine